tert-butyl-3-oxoazetidine-1-carboxylate C(C)(C)(C)OC(=O)N1CC(C1)=O